3,5-difluorophenol oxygen [O].FC=1C=C(C=C(C1)F)O